C1=CC=CC=2C3=CC=CC=C3C(C12)COC(=O)N[C@@H](C(=O)O)CC(OCC=C)=O (2R)-2-(9H-fluoren-9-ylmethoxycarbonylamino)-4-oxo-4-prop-2-enoxybutyric acid